FC=1C=C(C=CC1F)NC(=O)C=1N(C(=C(C1C)C(C(=O)NCC#CC=1N(C=CN1)C)=O)C)C N-(3,4-difluorophenyl)-1,3,5-trimethyl-4-(2-((3-(1-methyl-1H-imidazol-2-yl)prop-2-yne-1-yl)amino)-2-oxoacetyl)-1H-pyrrole-2-carboxamide